imidazo[1,5-a]pyridine-7-carbaldehyde C=1N=CN2C1C=C(C=C2)C=O